BrC(C(=O)OC(C)(C)C)CCC tert-Butyl 2-bromopentanoate